FC(C=1C=C(C=CC1)C(C(=O)OC)C(=O)OC)(F)F dimethyl 2-(3-(trifluoromethyl)phenyl)malonate